C4,4'-bis(diethylamino)benzophenone C(C)N(C1=CC=C(C(=O)C2=CC=C(C=C2)N(CC)CC)C=C1)CC